COCCOC(=O)C12CNCC(CC1)N2 ((2-methoxyethoxy)carbonyl)-3,8-diazabicyclo[3.2.1]octane